N=1C=CN2N=C(C=CC21)SCCC2C(NC1=CC=CC=C1N2S(=O)(=O)C2=CC=CC1=CC=CC=C21)=O 3-(2-(imidazo[1,2-b]pyridazin-6-ylthio)ethyl)-4-(naphthalen-1-ylsulfonyl)-3,4-dihydroquinoxaline-2(1H)-one